N1=C(C=CC2=CC=CN=C12)CCCCCC1(CN(CC1)C(=O)[O-])F 3-(5-(1,8-naphthyridin-2-yl)pentyl)-3-fluoropyrrolidine-1-carboxylate